(S)-2-(5-cyclopropyl-3-(2-(dimethylamino)ethyl)-6-oxopyridazin-1(6H)-yl)-4-methylpentanoic acid C1(CC1)C1=CC(=NN(C1=O)[C@H](C(=O)O)CC(C)C)CCN(C)C